[4-(2-aminophenyl)phenyl]-[4-(2-tetrahydropyran-4-yl-3H-imidazo[4,5-b]pyridin-7-yl)-1-piperidyl]methanone NC1=C(C=CC=C1)C1=CC=C(C=C1)C(=O)N1CCC(CC1)C1=C2C(=NC=C1)NC(=N2)C2CCOCC2